C(C)N(CC)CC.BrCCCS(=O)(=O)[N-]S(=O)(=O)C(F)(F)F ((3-bromopropyl)sulfonyl)((trifluoromethyl)sulfonyl)amide triethylamine salt